OC([C@@H]1[C@H](C1)C(=O)OCC)C=1C=NC=CC1 (1S,2S)-ethyl 2-(hydroxy(pyridin-3-yl)methyl)cyclopropanecarboxylate